OC=1C=C(C[N-]C(CCCCCCC)=O)C=CC1O (3,4-dihydroxybenzyl)octanoyl-amide